2-Amino-4-(3-((1R,5S)-1-(dimethylamino)-3-azabicyclo[3.1.0]hexan-3-yl)-5-fluoro-7,9-dihydrofuro[3,4-f]quinazolin-6-yl)-7-fluorothieno[3,2-c]pyridine-3-carbonitrile NC1=C(C=2C(=NC=C(C2S1)F)C=1C2=C(C=3C=NC(=NC3C1F)N1C[C@]3(C[C@H]3C1)N(C)C)COC2)C#N